C(C)NC(=O)N1[C@H]([C@H](CCC1)NS(=O)(=O)C)CC=1C=C(C=CC1)C1=C(C=CC=C1)C cis-N-ethyl-2-((2'-methylbiphenyl-3-yl)methyl)-3-((methylsulfonyl)amino)piperidine-1-carboxamide